2,5-dihydroxyl-1,4-benzenediacetic acid OC1=C(C=C(C(=C1)CC(=O)O)O)CC(=O)O